ClC=1C=C(C=CC1OC)C1=C(C=CC=C1)C=1N=NN(N1)C(C1=CC=CC=C1)(C1=CC=CC=C1)C1=CC=CC=C1 3'-chloro-4'-methoxy-2-(2-trityl-2H-tetrazol-5-yl)-[1,1'-biphenyl]